N-allyl-4-pentenamide C(C=C)NC(CCC=C)=O